4-(3-(benzofuran-5-yl)-6-(3,3,3-trifluoropropyl)pyrazin-2-yl)-N,N-dimethylpiperazine-1-sulfonamide O1C=CC2=C1C=CC(=C2)C=2C(=NC(=CN2)CCC(F)(F)F)N2CCN(CC2)S(=O)(=O)N(C)C